1,1-di(tert.-butylperoxy)-3,3,5-trimethyl-cyclohexane C(C)(C)(C)OOC1(CC(CC(C1)C)(C)C)OOC(C)(C)C